N-((1r,3r)-3-(2-Methoxy-ethoxy)cyclobutyl)-6-(2-methoxy-pyridin-4-yl)-5-methyl-2-(1-methyl-1H-imidazol-2-yl)pyrrolo[2,1-f][1,2,4]triazin-4-amine COCCOC1CC(C1)NC1=NC(=NN2C1=C(C(=C2)C2=CC(=NC=C2)OC)C)C=2N(C=CN2)C